p-morpholinyl-styrene N1(CCOCC1)C1=CC=C(C=C)C=C1